C(C)(C)(C)OC(=O)N1CC[C@H]2[C@@H]1CN(CC2)C(=O)C2=CC1=C(N(C(=N1)C1=CC=3C(=NC=CC3)N1CC)C)C(=C2)OC (3aS,7aR)-6-(2-{1-ethyl-1H-pyrrolo[2,3-b]-pyridin-2-yl}-7-methoxy-1-methyl-1H-1,3-benzodiazole-5-carbonyl)-octahydro-1H-pyrrolo[2,3-c]pyridine-1-carboxylic acid tert-butyl ester